5-Dodecylpentadecyl 5-Hydroxydodecanoate OC(CCCC(=O)OCCCCC(CCCCCCCCCC)CCCCCCCCCCCC)CCCCCCC